The molecule is a member of the class of azepanes that is azepane in which the nitrogen is substituted by an (ethylsulfanyl)carbonyl group, -C(=O)SEt. A thiocarbamate herbicide not approved for use in the U.S. or European Union, it is used control grass weeds in rice paddies. It has a role as an antispermatogenic agent, a herbicide and an agrochemical. It is a member of azepanes and a monothiocarbamic ester. CCSC(=O)N1CCCCCC1